tert-butyl (2R,3S)-3-((tert-butyldimethylsilyl)oxy)-2-(3-((3,4-dichloro-2-nitrophenyl)amino)propyl)piperidine-1-carboxylate [Si](C)(C)(C(C)(C)C)O[C@@H]1[C@H](N(CCC1)C(=O)OC(C)(C)C)CCCNC1=C(C(=C(C=C1)Cl)Cl)[N+](=O)[O-]